BrC(CO)(CCO)Br 2,2-dibromo-1,4-butanediol